6-methoxy-N-[(4-methoxyphenyl)methyl]-3-Nitro-pyridin-2-amine COC1=CC=C(C(=N1)NCC1=CC=C(C=C1)OC)[N+](=O)[O-]